BrC=1C=C(NC=2C=3N(C=CN2)C(=CN3)C3=C(C(=C(OCC#N)C=C3)F)F)C=CC1C(=O)N1CCN(CC1)CCN(C)C 2-[4-[8-[3-bromo-4-[4-[2-(dimethylamino)ethyl]piperazine-1-carbonyl]anilino]imidazo[1,2-a]pyrazin-3-yl]-2,3-difluorophenoxy]acetonitrile